NC=1N(N=C2C1CN(CC2)C)C(=O)C2CCNC1=CC=CC=C21 (3-amino-5-methyl-4,5,6,7-tetrahydropyrazolo[4,3-c]pyridin-2-yl)(1,2,3,4-tetrahydroquinolin-4-yl)methanone